C(C)(C)(C)OOC(C)(C)C1=CC(=CC(=C1)C(C)(C)OOC(C)(C)C)C(C)(C)OOC(C)(C)C 1,3,5-tri-[(t-butylperoxy)isopropyl]benzene